2-{[(2S)-4-{6-[(4-Cyano-2-fluorobenzyl)oxy]pyridin-2-yl}-2-methylpiperazin-1-yl]methyl}-1-(2-methoxyethyl)-1H-benzimidazol C(#N)C1=CC(=C(COC2=CC=CC(=N2)N2C[C@@H](N(CC2)CC2=NC3=C(N2CCOC)C=CC=C3)C)C=C1)F